C(CCCCCCC)C1=C2SC=CC2=C(C=2SC=CC21)C2(CC=C(C=C2)N)NC2=CC=CC=C2 1-(8-octylbenzo[1,2-b:4,5-b']dithiophene-4-yl)-N1-phenylbenzene-1,4-diamine